CN(CCCC(=O)NC1=C(C=CC(=C1)OC1=CC(=CC(=C1)[N+](=O)[O-])C=1C(=NOC1C)C)C)C 4-(Dimethylamino)-N-(5-(3-(3,5-dimethylisoxazol-4-yl)-5-nitrophenoxy)-2-methylphenyl)butanamide